C1(CCCCC1)[C@@H](C(=O)N1CCN(CC1)C(=O)C1=CC=C2C=NN(C2=C1)C)NC([C@H](C)NC)=O (S)-N-((S)-1-cyclohexyl-2-(4-(1-meth-yl-1H-indazole-6-carbonyl)piperazin-1-yl)-2-oxoethyl)-2-(methylamino)propanamide